ClC1=C(C2=C(C(N3[C@@H](CO2)CN(CC3)C(=O)OC(C)(C)C)=O)C(=N1)F)Cl (R)-tert-Butyl 3,4-dichloro-1-fluoro-12-oxo-6a,7,9,10-tetrahydro-6H-pyrazino[2,1-c]pyrido[3,4-f][1,4]oxazepine-8(12H)-carboxylate